4-(3-chloro-5-fluorophenoxy)-7-(trifluoromethyl)-1H-pyrazolo[3,4-c]pyridine ClC=1C=C(OC2=C3C(=C(N=C2)C(F)(F)F)NN=C3)C=C(C1)F